[N+](=O)([O-])C=1C=C(C=CC1NC[C@H]1OCC1)/C=C/C(=O)OCC Ethyl (S,E)-3-(3-nitro-4-((oxetan-2-ylmethyl)amino)phenyl)acrylate